C(C(=C)CC(=O)OCCCCCCCCCC)(=O)OCCCCCCCCCC didecanyl itaconate